(2-(4-(4-chloro-7,7-dimethyl-5-oxo-5,7-dihydroindolo[1,2-a]quinazolin-10-yl)piperidin-1-yl)-7-azaspiro[3.5]nonan-7-yl)-2-(2,6-dioxopiperidin-3-yl)isoindoline-1,3-dione ClC=1C=2C(N=C3N(C2C=CC1)C1=CC(=CC=C1C3(C)C)C3CCN(CC3)C3CC1(C3)CCN(CC1)C1=C3C(N(C(C3=CC=C1)=O)C1C(NC(CC1)=O)=O)=O)=O